FC1=C(C=C(C=C1)OC(F)(F)F)[C@@H](C)NC(=O)C=1C=C(C=NC1OC[2H])C1=CC=C2C(=NNC2=C1)C(=O)NC[2H] 6-(5-{[(1R)-1-[2-fluoro-5-(trifluoro-methoxy)phenyl]ethyl]carbamoyl}-6-(deutero)methoxypyridin-3-yl)-N-(deutero)methyl-1H-indazole-3-carboxamide